[PH2](OC(C1=C(C(=C(C=C1C)C)C1=CC=CC=C1)C)=O)=O Phenyl-2,4,6-trimethylbenzoyl phosphinate